1-methyl-4-phenyl-5-(1,3,5-tri-methyl-1H-pyrazol-4-yl)pyridin-2(1H)-one CN1C(C=C(C(=C1)C=1C(=NN(C1C)C)C)C1=CC=CC=C1)=O